tert-butyl (cis-4-((1-(4-(4-(4-(2-((tert-butoxycarbonyl)amino)-2-methylpropanoyl)piperazine-1-carboxamido)-2-oxopyrimidin-1(2H)-yl)phenyl)propan-2-yl)amino)cyclohexyl)carbamate C(C)(C)(C)OC(=O)NC(C(=O)N1CCN(CC1)C(=O)NC1=NC(N(C=C1)C1=CC=C(C=C1)CC(C)N[C@H]1CC[C@H](CC1)NC(OC(C)(C)C)=O)=O)(C)C